C(=O)(O)CC[GeH3+]C(=O)[O-].N1CCCCC1 piperidine carboxyethyl-germaniumcarboxylate salt